C(C)(C)(C)OC(=O)N1C[C@@H](C[C@@H](C1)O)NC1=C(C(=NC=C1)N(CC1=CC=C(C=C1)OC)CC1=CC=C(C=C1)OC)[N+](=O)[O-] (3R,5S)-3-[[2-[bis[(4-methoxyphenyl)methyl]amino]-3-nitro-4-pyridinyl]amino]-5-hydroxy-piperidine-1-carboxylic acid tert-butyl ester